N=N[C@@H](CC(=O)[O-])C(=O)[O-] iminoaspartate